CC1CC(C1)(C1=NN=CN1C)C1=CC(=NC=C1)N1C=NC2=C(C1=O)NC=C2C(F)(F)F 3-(4-(3-methyl-1-(4-methyl-4H-1,2,4-triazol-3-yl)cyclobutyl)pyridin-2-yl)-7-(trifluoromethyl)-3,5-dihydro-4H-pyrrolo[3,2-d]pyrimidin-4-one